tert-Butyl N-[2-[2-[(4-nitro-2-vinyl-benzoyl)amino]ethoxy]ethyl]carbamate [N+](=O)([O-])C1=CC(=C(C(=O)NCCOCCNC(OC(C)(C)C)=O)C=C1)C=C